OC1=C(C(=C(C=C1OC)CCC1=CC(=CC=C1)OC)O)OC dihydroxy-3,3',5-trimethoxybibenzyl